CC1=CC(=NC=C1)N1C(=CC=C1)C=O 1-(4-methylpyridin-2-yl)-1H-pyrrole-2-formaldehyde